(Z)-but-2-enoyl chloride C(\C=C/C)(=O)Cl